FC1(CCC(CC1)C(=O)NN)F 4,4-difluorocyclohexanecarbohydrazide